C(C#CC)OC=1N=CC(=NC1)/C(=C/C=1C=CC(=C(C1)[C@@]12N=C(SC[C@@H]1CN(C2)C2=NC=C(C=N2)F)N)F)/F (4aR,7aS)-7a-(5-((Z)-2-(5-(but-2-yn-1-yloxy)pyrazin-2-yl)-2-fluorovinyl)-2-fluorophenyl)-6-(5-fluoropyrimidin-2-yl)-4,4a,5,6,7,7a-hexahydropyrrolo[3,4-d][1,3]thiazin-2-amine